N1=C(C=CC=C1)C=1N=CC2=C(N1)CCN(C2)C(=O)C2=CC=C(C#N)C=C2 4-[2-(2-pyridinyl)-7,8-dihydro-5H-pyrido[4,3-d]pyrimidine-6-carbonyl]benzonitrile